FC(OC1=CC=C(C=C1)N1N=NC(=C1)C12CC(C1)(C2)NC(OC(C)(C)C)=O)(F)F tert-butyl (3-{1-[4-(trifluoromethoxy)phenyl]-1H-1,2,3-triazol-4-yl}bicyclo[1.1.1]pentan-1-yl)carbamate